tert-butyl (5-fluoro-4-vinylpyrimidin-2-yl)carbamate FC=1C(=NC(=NC1)NC(OC(C)(C)C)=O)C=C